2-phenyl-6,7-dihydroxyquinolin-4(1H)-one C1(=CC=CC=C1)C=1NC2=CC(=C(C=C2C(C1)=O)O)O